ClC1=CC2=C(OC[C@H](C3=C2NC(C(=C3O)C(=O)O)=O)C(C)C)C=C1OCCCOC (S)-10-chloro-4-hydroxy-5-isopropyl-9-(3-methoxypropoxy)-2-oxo-1,2,5,6-tetrahydrobenzo[2,3]oxepino[4,5-b]pyridine-3-carboxylic acid